C(C)(C)(C)C=1C=C(C=C(C1O)C(C)(C)C)CCC(=O)OCCN1C(CCCC1(C)C)(C)C 1-{2-(3-(3,5-di-t-butyl-4-hydroxyphenyl)propionyloxy)ethyl}-2,2,6,6-tetramethylpiperidine